(3-(1-(4-phenoxyphenyl)cyclopropyl)propionyl)pyrrolidine-2-carboxamide benzyl-(2S)-1-[(2S)-2-amino-3,3-dimethyl-butanoyl]-4,4-dimethyl-pyrrolidine-2-carboxylate C(C1=CC=CC=C1)OC(=O)[C@H]1N(CC(C1)(C)C)C([C@H](C(C)(C)C)N)=O.O(C1=CC=CC=C1)C1=CC=C(C=C1)C1(CC1)CCC(=O)N1C(CCC1)C(=O)N